tert-butyl N-{[1-(6-chloropyridazin-3-yl)pyrrolidin-3-yl]methyl}-N-cyclobutylcarbamate ClC1=CC=C(N=N1)N1CC(CC1)CN(C(OC(C)(C)C)=O)C1CCC1